(R)-3-chloro-4-((2,4-difluorophenyl)methoxy-d2)-2'-(3-(2-hydroxypropan-2-yl)-1H-pyrazol-1-yl)-5',6-dimethyl-2H-[1,4'-bipyridin]-2-one ClC=1C(N(C(=CC1OC([2H])([2H])C1=C(C=C(C=C1)F)F)C)C1=CC(=NC=C1C)N1N=C(C=C1)C(C)(C)O)=O